BrC1=C(C=CC(=C1)OC)S(=O)(=O)N1C[C@@H]([C@@](C1)(CO)O)S(=O)(=O)C1=CC=C(C#N)C=C1 4-(((3S,4R)-1-((2-bromo-4-methoxyphenyl)sulfonyl)-4-hydroxy-4-(hydroxymethyl)pyrrolidin-3-yl)sulfonyl)benzonitrile